CC=1C(NN=CC1CCCN1CC2(C1)CC(C2)OC=2C=CC=1N(C2C)C(=NC1)C(F)(F)F)=O 4-methyl-5-(3-(6-((5-methyl-3-(trifluoromethyl)imidazo[1,5-a]pyridin-6-yl)oxy)-2-azaspiro[3.3]heptan-2-yl)propyl)pyridazin-3(2H)-one